CN1[C@@H](CCC1)COC=1N=C(C2=C(N1)C=CN=C2)C2NCCCC2(O)C 2-[[(2S)-1-methylpyrrolidin-2-yl]methoxylpyrido[4,3-d]pyrimidin-4-yl]-3-methyl-piperidin-3-ol